OCC(C(=O)OC)(C)C methyl 3-hydroxy-2,2-Dimethylpropanoate